N-(3,5-difluoro-4-((8-fluoro-3-(phenylsulfonyl)-7-(o-tolyl)pyrrolo[3,2-e]indazol-6(3H)-yl)methyl)phenethyl)-3-fluoropropan-1-amine FC=1C=C(CCNCCCF)C=C(C1CN1C(=C(C=2C=3C=NN(C3C=CC21)S(=O)(=O)C2=CC=CC=C2)F)C2=C(C=CC=C2)C)F